4-methyl-5-(1-methyl-1H-pyrazol-5-yl)pyridin-2-amine CC1=CC(=NC=C1C1=CC=NN1C)N